di-t-butyl peroxyadipate C(CCCCC(=O)OC(C)(C)C)(=O)OOC(C)(C)C